C(C)(C)(C)OC(=O)N[C@H](C(=O)OCC1=CC=CC=C1)C1OC1 benzyl (2S)-2-(tert-butoxycarbonylamino)-2-(oxiran-2-yl)acetate